C(C)C(C(=O)OCCCCC)(C(C(=O)OCCCCC)CC)C(C)C dipentyl 2,3-diethyl-2-isopropylsuccinate